C(C)[C@@H]1NCCC[C@H]1C1=CC=2C(=NC=CC2NC=2C=CC3=C(N=CS3)C2)S1 N-(2-((2S,3R)-2-ethylpiperidin-3-yl)thieno[2,3-b]pyridin-4-yl)benzo[d]thiazol-5-amine